2,4-dimethyl-6-(tert-butyl)phenol CC1=C(C(=CC(=C1)C)C(C)(C)C)O